C(C1=CC=CC=C1)CC(=O)[O-] BENZYLACETAT